N-(2-(Pyridin-2-yl)ethyl)-3-p-menthan-carboxamide N1=C(C=CC=C1)CCNC(=O)C1CC(CCC1C(C)C)C